C(C)(C)(C)OOCC(C)C1=CC=CC(=C1)OOC(C)(C)C 2,5-bis(tert-butylperoxy)-1-methylethylbenzene